BrC1=CC(=C2C(=CN=NC2=C1)Cl)C 7-BROMO-4-CHLORO-5-METHYLCINNOLINE